N-(2-(2,4-difluorobenzyl)butyl)-5-oxo-4,5-dihydro-1,2,4-oxadiazole-3-carboxamide FC1=C(CC(CNC(=O)C2=NOC(N2)=O)CC)C=CC(=C1)F